1-(1-(2,4-bis(trifluoromethyl)phenyl)ethyl)-5-methyl-1H-pyrazol-4-amine FC(C1=C(C=CC(=C1)C(F)(F)F)C(C)N1N=CC(=C1C)N)(F)F